Cl.CC=1C=2N(C=CC1)C(=NC2)C(C)(C)NC(CC2CCNCC2)=O N-(2-(8-methylimidazo[1,5-a]pyridin-3-yl)propan-2-yl)-2-(piperidin-4-yl)acetamide hydrochloride